3-bromo-1-isopropyl-pyrazole BrC1=NN(C=C1)C(C)C